8-chloro-N3,N3-bis[(4-methoxyphenyl)methyl]Isoquinoline-3,6-diamine ClC=1C=C(C=C2C=C(N=CC12)N(CC1=CC=C(C=C1)OC)CC1=CC=C(C=C1)OC)N